4-methyl-1-(6-(pyrazolo[1,5-a]pyridin-4-ylsulfanyl)pyrido[2,3-b]pyrazin-2-yl)piperidin-4-amine CC1(CCN(CC1)C=1N=C2C(=NC1)N=C(C=C2)SC=2C=1N(C=CC2)N=CC1)N